5-chloro-N2-(4-(4-(dimethylamino)piperidin-1-yl)-2-methoxyphenyl)-N4-(1-(methylsulfonyl)-1,2,3,4-tetrahydroquinolin-8-yl)pyrimidine-2,4-diamine ClC=1C(=NC(=NC1)NC1=C(C=C(C=C1)N1CCC(CC1)N(C)C)OC)NC=1C=CC=C2CCCN(C12)S(=O)(=O)C